3-hydroxy-7-chloroquinazoline-2,4-dione ON1C(NC2=CC(=CC=C2C1=O)Cl)=O